(S)-5-Chloro-N-(1-((2-chlorobenzyl)amino)-5-(2-fluoroacetimidamido)-1-oxopentan-2-yl)-2-methoxybenzamide ClC=1C=CC(=C(C(=O)N[C@H](C(=O)NCC2=C(C=CC=C2)Cl)CCCNC(CF)=N)C1)OC